NC1=CC=C(C=C1)C=1C=C(C(NN1)=O)C 6-(4-aminophenyl)-4-methylpyridazin-3(2H)-one